(2R,4R)-1-acetyl-4-azidopyrrolidine-2-carboxylic acid methyl ester COC(=O)[C@@H]1N(C[C@@H](C1)N=[N+]=[N-])C(C)=O